2-chloro-1-(thiophen-3-yl)ethan-1-one ClCC(=O)C1=CSC=C1